CC1=C(C=2N(C=C1C=1NC3=CC=C(C=C3C1C(C)C)C1CCC(CC1)N)C=NN2)C 4-(2-(7,8-Dimethyl-[1,2,4]triazolo[4,3-a]pyridin-6-yl)-3-isopropyl-1H-indol-5-yl)cyclohexan-1-amin